1-iodo-2-(2,3,4,6-tetra-O-acetyl-alpha-D-glucopyranosyl)ethane ICC[C@@H]1[C@H](OC(C)=O)[C@@H](OC(C)=O)[C@H](OC(C)=O)[C@H](O1)COC(C)=O